perfluoro-3,6-dioxaoctane-1,8-diol FC(C(OC(C(OC(C(O)(F)F)(F)F)(F)F)(F)F)(F)F)(O)F